C(#CCCCC)C=1N(C2=NC(=NC(=C2N1)NCC1=CC(=CC=C1)I)C=1SC=CC1)[C@@H]1SC[C@H]([C@H]1O)O (2R,3R,4S)-2-(8-(Hex-1-yn-1-yl)-6-((3-iodobenzyl)amino)-2-(thiophen-2-yl)-9H-purin-9-yl)tetrahydrothiophene-3,4-diol